[6-(5-cyclopropyl-1H-1,2,4-triazol-3-yl)-2-azaspiro[3.3]heptan-2-yl]-[4-[[4-mesyl-3-(trifluoromethyl)phenoxy]-methyl]piperidino]methanone C1(CC1)C1=NC(=NN1)C1CC2(CN(C2)C(=O)N2CCC(CC2)COC2=CC(=C(C=C2)S(=O)(=O)C)C(F)(F)F)C1